N-(6-amino-5-methyl-3-pyridyl)-2-[(2R,6R)-2-methyl-6-phenyl-1-piperidyl]-2-oxo-acetamide NC1=C(C=C(C=N1)NC(C(=O)N1[C@@H](CCC[C@@H]1C1=CC=CC=C1)C)=O)C